C(C1=CC=CC=C1)OC([C@@](NC(=O)OC(C)(C)C)(CC1=CC(=C(C=C1)OC)I)C)=O (S)-N-Boc-3-iodo-O-methyl-α-methyltyrosine benzyl ester